FC=1C=C(C=CC1)C1(C(N(C2=CC=CC=C2C1)OCC)=O)N1C(CCC1)C (3-fluorophenyl)-2-methyl-pyrrolidin-1-yl-1-ethoxyl-3,4-dihydro-1H-quinolin-2-one